monomethylhydrazine CNN